di-[4-(1-methyl-1-phenylethyl)-phenyl]-carbonate CC(C)(C1=CC=CC=C1)C1=CC=C(C=C1)OC(OC1=CC=C(C=C1)C(C)(C1=CC=CC=C1)C)=O